ClC=1C=C(C=CC1Cl)NC(=O)C1C(C2C=CC1C2)C(=O)O 3-{[(3,4-dichlorophenyl)amino]carbonyl}bicyclo[2.2.1]hept-5-ene-2-carboxylic acid